4-ethyl-9,10-bis(2-carboxycyclohexyl)carbonyloxyanthracene tert-butyl-4-[6-[4-[2-(tert-butoxycarbonylamino)ethyl]phenyl]-3-chloro-2-quinolyl]piperazine-1-carboxylate C(C)(C)(C)OC(=O)N1CCN(CC1)C1=NC2=CC=C(C=C2C=C1Cl)C1=CC=C(C=C1)CCNC(=O)OC(C)(C)C.C(C)C1=CC=CC2=C(C3=CC=CC=C3C(=C12)OC(=O)C1C(CCCC1)C(=O)O)OC(=O)C1C(CCCC1)C(=O)O